cerium strontium copper nickel [Ni].[Cu].[Sr].[Ce]